CC1CN(CCN1)C(=O)C1=CC=CC2=CC=CC=C12 (3-Methylpiperazin-1-yl)(naphthalen-1-yl)methanone